C(C)(CCCCCCCCCCCCCC)O Secondary Hexadecanol